(R)-4-(6-(3,5-dimethylisoxazol-4-yl)-2-(4-(methylsulfonyl)piperazin-1-yl)quinazolin-4-yl)-3-phenylmorpholine CC1=NOC(=C1C=1C=C2C(=NC(=NC2=CC1)N1CCN(CC1)S(=O)(=O)C)N1[C@@H](COCC1)C1=CC=CC=C1)C